OC1(CC1)CN(C(OCC1=CC=C(C=C1)NC([C@H](C)NC([C@H](C(C)C)NC(=O)OC(C)(C)C)=O)=O)=O)C {4-[(2S)-2-[(2S)-2-{[(tert-butoxy)carbonyl]amino}-3-methylbutanamido]propanamido]phenyl}methyl N-[(1-hydroxycyclopropyl)methyl]-N-methylcarbamate